C(C)(=O)NC1=CC=C(C=C1)NC(=S)NC1=CC=C(C=C1)[N+](=O)[O-] 1-(4-acetamidophenyl)-3-(4-nitrophenyl)thiourea